8-(4-chlorophenoxy)chroman-4-one O-tosyloxime S(=O)(=O)(C1=CC=C(C)C=C1)ON=C1CCOC2=C(C=CC=C12)OC1=CC=C(C=C1)Cl